S(C)(=O)(=O)[O-].C[NH+]1CC(CCC1)C 1,3-dimethylpiperidinium mesylate